FC1=CC(=C(C(=C1)C(C)C)CC(=O)NS(=O)(=O)C=1OC(=C(C1)C(C)(C)O)C)C(C)C 2-(4-fluoro-2,6-diisopropylphenyl)-N-(4-(2-hydroxypropan-2-yl)-5-methylfuran-2-ylsulfonyl)acetamide